C(C)(C)(C)N1CCN(CC1)C1=NC=CC(=C1)C1=CC=2C(=NC=CC2C=2C=C3C(=NNC3=CC2)N)N1 5-(2-(2-(4-(tert-butyl)piperazin-1-yl)pyridin-4-yl)-1H-pyrrolo[2,3-b]pyridin-4-yl)-1H-indazol-3-amine